(methacryloxymethyl)dimethylethoxysilane C(C(=C)C)(=O)OC[Si](OCC)(C)C